urs-12-en-3beta-ol C[C@@H]1CC[C@@]2(CC[C@@]3(C(=CC[C@H]4[C@]3(CC[C@@H]5[C@@]4(CC[C@@H](C5(C)C)O)C)C)[C@@H]2[C@H]1C)C)C